(4-nitrophenyl) N-[2-(2,6-dioxo-3-piperidyl)-1,3-dioxo-isoindolin-5-yl]carbamate O=C1NC(CCC1N1C(C2=CC=C(C=C2C1=O)NC(OC1=CC=C(C=C1)[N+](=O)[O-])=O)=O)=O